FC1=CC=C(C=C1)S(=O)(=O)CCN 2-(4-fluorobenzenesulfonyl)-ethylamine